N1C(=NC2=C1C=CC=C2)C(=O)C2=C1C(=C(C=CC1=CC21NCCC1)CC(C)C)C1=CC=C(C=C1)Br 3-(1H-benzimidazole-2-carbonyl)-4-(4-bromophenyl)-5-isobutylspiro[indene-2,2'-pyrrolidine]